FC=1C=C(C=NC1)C1=NC(=C2N=CN(C2=N1)C1[C@@H]([C@@H]([C@@]2(C[C@H]12)C(=O)NC)O)O)NCC1=NC=CC(=C1)C (1S,2R,3S,5S)-4-(2-(5-fluoropyridin-3-yl)-6-(((4-methylpyridin-2-yl)methyl)-amino)-9H-purin-9-yl)-2,3-dihydroxyl-N-methylbicyclo[3.1.0]hexane-1-formamide